BrC=1C=C(C=CC1)S(C(F)(F)F)(=O)=N (3-bromophenyl)-imino-oxo-(trifluorometh-yl)-λ6-sulfane